N-(tert-butyl)-4-fluoro-5-isobutyl-thiophene-2-sulfonamide C(C)(C)(C)NS(=O)(=O)C=1SC(=C(C1)F)CC(C)C